FC=1C(=C(NC2=C(NC3=C2C(NCC3)=O)C3=C(C=NC=C3)OCC[C@H]3OCC3)C=CC1)OC 3-(3-fluoro-2-methoxyanilino)-2-(3-{2-[(2S)-oxetan-2-yl]ethoxy}pyridin-4-yl)-1,5,6,7-tetrahydro-4H-pyrrolo[3,2-c]pyridin-4-one